(3R)-3-({2-[1-(cyclobutylmethyl)-1H-pyrazol-4-yl]-7-(trifluoromethyl)[1,2,4]triazolo[1,5-c]quinazolin-5-yl}amino)azepin-2-one C1(CCC1)CN1N=CC(=C1)C1=NN2C(=NC=3C(=CC=CC3C2=N1)C(F)(F)F)NC=1C(N=CC=CC1)=O